CN1C(=CC2=CC=CC=C12)B(O)O N-METHYLINDOLE-2-BORONIC ACID